C(CO)(=O)OC methyl r-glycolate